4-fluoro-N-{[3-fluoro-4-(propan-2-yl)phenyl](3-fluoropyridin-4-yl)methyl}-1-[2-(1H-1,2,3-triazol-5-yl)acetyl]pyrrolidine-2-carboxamide FC1CC(N(C1)C(CC1=CN=NN1)=O)C(=O)NC(C1=C(C=NC=C1)F)C1=CC(=C(C=C1)C(C)C)F